N1C=C(C2=CC=CC=C12)CCN(C(C)C)C N-[2-(1H-indol-3-yl)ethyl]-N-methylpropan-2-amine